C(C1=CC=CC=C1)N1CCN(CC1)C1=C(C=NC2=CC=CC=C12)NC(C1=CC=CC=C1)=O N-(4-(4-benzylpiperazin-1-yl)quinolin-3-yl)-benzamide